2-methyl-3-(4,4,5,5-tetramethyl-1,3,2-dioxaborolan-2-yl)benzonitrile CC1=C(C#N)C=CC=C1B1OC(C(O1)(C)C)(C)C